C(C)(C)O[Si](C1=CC=C(C=C1)C(=C)C1=CC=C(C=C1)N(C)C)(C)C 1-[4-(monoisopropoxydimethylsilyl)phenyl]-1-[4-(N,N-dimethylamino)phenyl]ethylene